5-bromo-7-isopropyl-1-methyl-1,3-dihydro-2H-benzo[d]imidazol-2-one BrC1=CC2=C(N(C(N2)=O)C)C(=C1)C(C)C